C(C)(=O)O[BH-](OC(C)=O)OC(C)=O.C[N+](C)(C)C tetramethylammonium triacetyloxyborohydride